tert-butyl N-[(1R)-3-(1,3-dioxoisoindolin-2-yl)-1-methyl-propyl]carbamate O=C1N(C(C2=CC=CC=C12)=O)CC[C@@H](C)NC(OC(C)(C)C)=O